tert-butyl 2-(6-methyl-2-(trifluoromethyl)pyrimidin-4-yl)-2,6-diazaspiro[3.4]octane-6-carboxylate CC1=CC(=NC(=N1)C(F)(F)F)N1CC2(C1)CN(CC2)C(=O)OC(C)(C)C